O1C(CCCC1)C=1NC2=C(N1)C=CC=C2 tetrahydropyran-2-yl-benzimidazole